CC(C)(C1=CC=C(C=C1)OC1=C2C(OC(C2=CC=C1)=O)=O)C1=CC=C(C=C1)OC1=C2C(OC(C2=CC=C1)=O)=O 4,4'-((propane-2,2-diylbis(4,1-phenylene))bis(oxy))bis(isobenzofuran-1,3-dione)